2,4-di-t-butyl-salicylaldehyde C(C)(C)(C)C1(C(C=O)C=CC(=C1)C(C)(C)C)O